FC1=C(C=C(C=C1)O)C1=C(C(=O)OC)C=CN=C1 methyl 3-(2-fluoro-5-hydroxyphenyl)isonicotinate